OC1=C2C(=CC=3OC=4C=C(C(=C(C4C(C13)=O)CC=C(C)C)OC)OCCC1=C(N=CO1)SC)OC(C=C2)(C)C 5-hydroxy-8-methoxy-2,2-dimethyl-7-(3-methylbut-2-en-1-yl)-9-(2-(4-methylthiooxazol-5-yl)ethoxy)-2H,6H-pyrano[3,2-b]xanthen-6-one